C(C)(C)(C)OC(=O)N(C(OC(C)(C)C)=O)C=1C2=C(N=CN1)N(C=C2B2OC(C(O2)(C)C)(C)C)C2CCC2 tert-butyl (tert-butoxycarbonyl)(7-cyclobutyl-5-(4,4,5,5-tetramethyl-1,3,2-dioxaborolan-2-yl)-7H-pyrrolo[2,3-d]pyrimidin-4-yl)carbamate